BrC1CCC(CC1)NF 3-bromo-6-Cyclohexylaminofluorane